COC=1C=C(C=CC1OC)C=1NC2=CC=C(C=C2C1C(C)C)C1CC2NC(CC1)C2 3-(2-(3,4-dimethoxyphenyl)-3-isopropyl-1H-indol-5-yl)-7-azabicyclo[4.1.1]octane